methyl-1-cyclohexen-1-methanol CC1=C(CCCC1)CO